TRANS-(4-methyl-2-[6-methyl-3-(2H-1,2,3-triazol-2-yl)pyridine-2-carbonyl]-2-azabicyclo[3.1.1]heptan-3-yl)methanol CC1C(N(C2CC1C2)C(=O)C2=NC(=CC=C2N2N=CC=N2)C)CO